CC1=C(C2=C(N=N1)SC1=C2N=CN=C1NCC1=CC=C(C=C1)C(=O)N1CC(C1)COC)C [4-[[(3,4-dimethylpyrimido[4',5':4,5]thieno[2,3-c]pyridazin-8-yl)amino]methyl]phenyl]-[3-(methoxymethyl)azetidin-1-yl]methanone